(3S,4S)-1-Cyclopropylmethyl-4-{[5-(2,4-difluoro-phenyl)-isoxazole-3-carbonyl]-amino}-piperidine-3-carboxylic acid [1-(3-fluoro-pyridin-2-yl)-cyclopropyl]-amide FC=1C(=NC=CC1)C1(CC1)NC(=O)[C@H]1CN(CC[C@@H]1NC(=O)C1=NOC(=C1)C1=C(C=C(C=C1)F)F)CC1CC1